C(=C)C1=NC=CC=C1C(=O)N1[C@@H](CCCC1)COC1=CC=CC=2OC(OC(C21)=O)(C)C 5-[[(2S)-1-(2-vinylpyridine-3-carbonyl)piperidin-2-yl]methoxy]-2,2-dimethyl-2,4-dihydro-1,3-benzodioxin-4-one